N1=C(N=CC2=CC=CC=C12)OC=1C=C2CCC(NC2=CC1)=O 6-quinazolin-2-yloxy-3,4-dihydro-1H-quinolin-2-one